NC=1C=C(C=CC1F)C(O)C=1C=NC=CC1 (3-amino-4-fluorophenyl)(pyridin-3-yl)methanol